C(=O)(O)CC1=C(C(=O)O)C=C(C(=C1)O)O 2-(Carboxymethyl)-4,5-dihydroxybenzoic acid